CC=1C=C2C(C=C(OC2=C(C1)[C@@H](C)NC(OC(C)(C)C)=O)C=1C=NN(C1)C)=O tert-Butyl N-[(1R)-1-[6-methyl-2-(1-methylpyrazol-4-yl)-4-oxo-chromen-8-yl]ethyl]carbamate